(S)-5-(3-(2-hydroxy-6-methyl-4-(trifluoromethyl)phenyl)-5,6-dihydro-7H-pyrrolo[2,3-c]pyridazin-7-yl)-1-methylpiperidin-2-one OC1=C(C(=CC(=C1)C(F)(F)F)C)C1=CC2=C(N=N1)N(CC2)[C@H]2CCC(N(C2)C)=O